4-[((trans)-3-hydroxy-1-methylcyclobutyl)amino]-1-(2-chlorophenyl)-7-(trifluoromethyl)-pyrido[2,3-d]pyrimidin-2(1H)-one OC1CC(C1)(C)NC=1C2=C(N(C(N1)=O)C1=C(C=CC=C1)Cl)N=C(C=C2)C(F)(F)F